Cl.C1(CC1)CC1NCCC2=CC=C(C=C12)N(CCC)C1=CC=CC=C1 (cyclopropylmethyl)-N-phenyl-N-propyl-1,2,3,4-tetrahydroisoquinolin-7-amine hydrochloride